1-(2-(2-(((3R,4R)-3-fluoro-1-((1-methyl-1H-pyrazol-4-yl)sulfonyl)piperidin-4-yl)amino)-5-(trifluoromethyl)pyrimidin-4-yl)thiazol-5-yl)ethan-1-ol F[C@@H]1CN(CC[C@H]1NC1=NC=C(C(=N1)C=1SC(=CN1)C(C)O)C(F)(F)F)S(=O)(=O)C=1C=NN(C1)C